FC1=C(C=CC(=C1)C)C=1C=CC2=C(N(N=N2)C2=CC(=C(C(=C2)OC)OC)OC)C1 6-(2-fluoro-4-methylphenyl)-1-(3,4,5-trimethoxyphenyl)-1H-benzo[d][1,2,3]triazole